tetrakis(2,2,6,6-tetramethylpiperidin-4-yl) 1,2,3,4-butanetetracarboxylate C(C(C(CC(=O)OC1CC(NC(C1)(C)C)(C)C)C(=O)OC1CC(NC(C1)(C)C)(C)C)C(=O)OC1CC(NC(C1)(C)C)(C)C)C(=O)OC1CC(NC(C1)(C)C)(C)C